[Si](C)(C)(C(C)(C)C)O[C@@H]1C[C@H](N(C1)C(C(C(C)C)C1=CC(=NO1)OC1OCCCC1)=O)C(=O)NCC1=CC=C(C=C1)C1=C(N=CS1)C (2S,4R)-4-((tert-butyldimethylsilyl)oxy)-1-(3-methyl-2-(3-((tetrahydro-2H-pyran-2-yl)oxy)isoxazol-5-yl)butanoyl)-N-(4-(4-methylthiazol-5-yl)benzyl)pyrrolidine-2-carboxamide